ClC=1C=NC=C(C1)NC(=O)C1(CC1)C(NC1=CC=C(C=C1)F)=O 3-chloro-5-[[1-[(4-fluorophenyl)carbamoyl]cyclopropanecarbonyl]amino]pyridin